CC1=CN(C(=O)NC1=O)[C@H]2C[C@@H]([C@H](O2)COP(=S)(O)O[C@H]3C[C@@H](O[C@@H]3COP(=S)(O)O[C@H]4C[C@@H](O[C@@H]4COP(=S)(O)O[C@H]5C[C@@H](O[C@@H]5COP(=S)(O)O[C@H]6C[C@@H](O[C@@H]6COP(=S)(O)O[C@H]7C[C@@H](O[C@@H]7COP(=S)(O)O[C@H]8C[C@@H](O[C@@H]8COP(=S)(O)O[C@H]9C[C@@H](O[C@@H]9COP(=S)(O)O[C@H]1C[C@@H](O[C@@H]1COP(=S)(O)O[C@H]1C[C@@H](O[C@@H]1COP(=S)(O)O[C@H]1C[C@@H](O[C@@H]1COP(=S)(O)O[C@H]1C[C@@H](O[C@@H]1COP(=S)(O)O[C@H]1C[C@@H](O[C@@H]1CO)N1C=NC2=C1N=C(NC2=O)N)N1C=CC(=NC1=O)N)N1C=NC2=C(N=CN=C21)N)N1C=NC2=C1N=C(NC2=O)N)N1C=C(C(=O)NC1=O)C)N1C=CC(=NC1=O)N)N1C=C(C(=O)NC1=O)C)N1C=NC2=C(N=CN=C21)N)N1C=C(C(=O)NC1=O)C)N1C=C(C(=O)NC1=O)C)N1C=NC2=C(N=CN=C21)N)N1C=CC(=NC1=O)N)OP(=S)(O)OC[C@@H]1[C@H](C[C@@H](O1)N1C=NC2=C1N=C(NC2=O)N)OP(=S)(O)OC[C@@H]1[C@H](C[C@@H](O1)N1C=C(C(=O)NC1=O)C)OP(=S)(O)OC[C@@H]1[C@H](C[C@@H](O1)N1C=NC2=C1N=C(NC2=O)N)OP(=S)(O)OC[C@@H]1[C@H](C[C@@H](O1)N1C=CC(=NC1=O)N)OP(=S)(O)OC[C@@H]1[C@H](C[C@@H](O1)N1C=NC2=C1N=C(NC2=O)N)OP(=S)(O)OC[C@@H]1[C@H](C[C@@H](O1)N1C=NC2=C(N=CN=C21)N)OP(=O)(OC[C@@H]1[C@H](C[C@@H](O1)N1C=NC2=C1N=C(NC2=O)N)OP(=S)(O)OC[C@@H]1[C@H](C[C@@H](O1)N1C=NC2=C(N=CN=C21)N)OP(=S)(O)O)S The molecule is a phosphorothioate oligonucleotide consisting of six deoxyguanosine, four deoxycytidine, five deoxyadenosine and six thymidine residues connected by 3'->5' phosphorothioate linkages in the sequence G-C-A-G-T-C-T-A-T-T-A-C-T-G-T-G-C-G-A-G-A. It has a role as an antigen and an antisense oligonucleotide.